S1C(=NCC1)C1CCC(N1C1=NC(=CC(=C1)C(F)(F)F)C)=S 5-(4,5-Dihydrothiazol-2-yl)-1-(6-methyl-4-(trifluoromethyl)pyridin-2-yl)pyrrolidine-2-thione